tert-butyl 2'-bromo-6'-methyl-7'-oxo-1'-phenyl-3'-(phenylsulfonyl)-6',7'-dihydro-3'H-spiro[azetidine-3,8'-dipyrrolo[2,3-b:3',2'-d]pyridine]-1-carboxylate BrC1=C(C=2C(=NC=C3C2C2(C(N3C)=O)CN(C2)C(=O)OC(C)(C)C)N1S(=O)(=O)C1=CC=CC=C1)C1=CC=CC=C1